BrC1=CC=C(C=C1)[C@H]1[C@@H](CN(CC1)C(=O)OC(C)(C)C)COC1=CC=C2CN(C(C2=C1)=O)C(=O)OC(C)(C)C |r| (+/-)-tert-butyl 6-{[trans-4-(4-bromophenyl)-1-(tert-butoxycarbonyl)-piperidin-3-yl]methoxy}-1-oxoisoindoline-2-carboxylate